C(C)(C)(C)C1=CC=2C3=C(NC2C=C1)N=CC=N3 8-(tert-butyl)-5H-pyrazino[2,3-b]indole